4-[(1E)-2-[4-(cyclohex-1-en-1-yl)-3-(trifluoromethyl)phenyl]ethenyl]benzaldehyde C1(=CCCCC1)C1=C(C=C(C=C1)/C=C/C1=CC=C(C=O)C=C1)C(F)(F)F